C[C@H]1N(CCOC1)C1=NC2=C(N=CC=C2C(=C1)C=1OC(=NN1)C)C1=CC=NN1C1OCCCC1 2-[(3R)-3-methylmorpholin-4-yl]-4-(5-methyl-1,3,4-oxadiazol-2-yl)-8-[1-(tetrahydro-2H-pyran-2-yl)-1H-pyrazol-5-yl]-1,7-naphthyridine